N1C=C(C=C1)C=1C=C(C=CC1)S(=O)(=O)N1CCC2(CC(CO2)NC[C@@H](COC=2C=C(C=CC2)S(=O)(=O)NC)O)CC1 3-((2S)-3-(8-(3-(1H-pyrrol-3-yl)phenylsulfonyl)-1-oxa-8-azaspiro[4.5]decan-3-ylamino)-2-hydroxypropoxy)-N-methylbenzenesulfonamide